C1(CC1)C(C1=CC=2N(N=C1)C=C(N2)[C@@H](NC(=O)C=2C=NN(C2)CCC(F)(F)F)C2CCC(CC2)(F)F)NC(CCC(F)(F)F)=O N-((1S)-(7-(Cyclopropyl(4,4,4-trifluorobutanamido)methyl)imidazo[1,2-b]pyridazin-2-yl)(4,4-difluorocyclohexyl)methyl)-1-(3,3,3-trifluoropropyl)-1H-pyrazole-4-carboxamide